C(C)(C)(C)OC(=O)N(C(OC(C)(C)C)=O)CC=1C(N(N=CC1Cl)CC(=O)NC1=CC(=C(C=C1)C)S(NCCC1=NC=CC=C1)(=O)=O)=O tert-butyl N-tert-butoxycarbonyl-N-[[5-chloro-2-[2-[4-methyl-3-[2-(2-pyridyl)ethylsulfamoyl]anilino]-2-oxo-ethyl]-3-oxo-pyridazin-4-yl]methyl]carbamate